O=C1N(C(C2=CC=CC=C12)=O)CC1=CC=C(C(=O)OC(C)(C)C)C=C1 tert-butyl 4-((1,3-dioxoisoindolin-2-yl)methyl)benzoate